(R)-(6-Methyl-imidazo[1,5-a]pyridin-5-yl)-(1-phenyl-[1,2,3]triazol-4-yl)-methanol CC=1C=CC=2N(C1[C@@H](O)C=1N=NN(C1)C1=CC=CC=C1)C=NC2